N-(4-((2-(1,1-difluoroethyl)pyrimidin-4-yl)amino)-5-(5,6,7,8-tetrahydroimidazo[1,2-a]pyridin-2-yl)pyridin-2-yl)acetamide FC(C)(F)C1=NC=CC(=N1)NC1=CC(=NC=C1C=1N=C2N(CCCC2)C1)NC(C)=O